C(C#CC)(=O)N1C[C@](CC1)(C1=C(C=CC=C1Cl)C)NC1=CC=C2C(C(N(C2=C1)C)=O)(C)C 6-[(S)-1-(2-butynoyl)-3-(3-chloro-2-tolyl)-3-pyrrolidinylamino]-1-methyl-3,3-dimethyl-2-indolinone